(S)-5-(4-chloro-2-fluorophenyl)-7-(2-(1,5-dimethyl-1H-pyrazol-4-yl)morpholino)-2,3-dimethylpyrido[4,3-d]pyrimidin-4(3H)-one ClC1=CC(=C(C=C1)C1=NC(=CC=2N=C(N(C(C21)=O)C)C)N2C[C@@H](OCC2)C=2C=NN(C2C)C)F